C([2H])([2H])([2H])N1N(C=CC1=O)COCC[Si](C)(C)C (methyl-d3)-1-((2-(trimethylsilyl)ethoxy)methyl)-1,2-dihydro-3H-pyrazol-3-one